(6,7-difluoro-4-(1,4-dioxa-8-azaspiro[4.5]decan-8-yl)quinolin-3-yl)(4-(ethylsulfonyl)piperazin-1-yl)methanone FC=1C=C2C(=C(C=NC2=CC1F)C(=O)N1CCN(CC1)S(=O)(=O)CC)N1CCC2(OCCO2)CC1